ClC=1C=C(C=CC1C(NC1CCN(CC1)C(=O)[C@H]1NC[C@@H](C1)O)=O)NC(=O)C=1N(C(=CN1)C1=C(C(=C(C=C1)OC)F)F)C N-[3-chloro-4-[[1-[(2S,4R)-4-hydroxypyrrolidine-2-carbonyl]-4-piperidinyl]carbamoyl]phenyl]-5-(2,3-difluoro-4-methoxy-phenyl)-1-methyl-imidazole-2-carboxamide